C(C)(C)(C)C1=NC(=NC=C1)Cl 4-(tert-butyl)-2-chloro-pyrimidine